BrC=1C=NC=C(C(=O)NNC=O)C1 5-bromo-N'-formylnicotinohydrazide